butyl N-[(3S)-1-(pyridazin-4-yl)piperidin-3-yl]carbamate N1=NC=C(C=C1)N1C[C@H](CCC1)NC(OCCCC)=O